NC1=NC=NN2C1=C(C=C2C=2C=C(C(=NC2)OC)C(=O)NC2CN(CC2C)C(CC(C)(C)C)=O)C(F)(F)F 5-[4-amino-5-(trifluoromethyl)pyrrolo[2,1-f][1,2,4]triazin-7-yl]-N-[1-(3,3-dimethylbutanoyl)-4-methylpyrrolidin-3-yl]-2-methoxypyridine-3-carboxamide